O1CCC(=CC1)C1=CC=C2C(=N1)NC=C2C2=NC(=NC=C2C(F)(F)F)N[C@H](CO)C (S)-2-((4-(6-(3,6-dihydro-2H-pyran-4-yl)-1H-pyrrolo[2,3-b]pyridine-3-yl)-5-(trifluoromethyl)pyrimidin-2-yl)amino)propan-1-ol